6-(2-hydroxy-2-methylpropoxy)-4-(6-(6-(6-methylnicotinoyl)-3,6-diazabicyclo[3.1.1]heptan-3-yl)pyridin-3-yl)pyrazolo[1,5-a]pyridine-3-carbonitrile OC(COC=1C=C(C=2N(C1)N=CC2C#N)C=2C=NC(=CC2)N2CC1N(C(C2)C1)C(C1=CN=C(C=C1)C)=O)(C)C